COC=1C=C(CN(C2=CC(=CC=C2)COCCN2CCOCC2)CC2=CC=C(C=C2)N2CCCC2)C=CC1 N-(3-methoxybenzyl)-3-((2-morpholinoethoxy)methyl)-N-(4-(pyrrolidin-1-yl)benzyl)aniline